(pyridin-3-yl)-3-(3,3,3-trifluoro-2-hydroxypropyl)-6-(4-(trifluoromethyl)phenyl)pyrido[3,4-d]pyrimidin-4(3H)-one N1=CC(=CC=C1)C=1N(C(C2=C(N1)C=NC(=C2)C2=CC=C(C=C2)C(F)(F)F)=O)CC(C(F)(F)F)O